ClC=1C=C(C=C2C(=C(C=NC12)C#N)NCC(C)(C)C)N[C@@H](C1=C2C=CN=C(C2=CC=C1)OC)C=1N=NN(C1)[C@H](CF)C 8-chloro-6-(((S)-(1-((S)-1-fluoropropan-2-yl)-1H-1,2,3-triazol-4-yl)(1-methoxyisoquinolin-5-yl)methyl)amino)-4-(neopentylamino)quinoline-3-carbonitrile